COC1=C(C(=CC=C1)OC)C1=CN(C2=NC(=CC=C21)NC(=O)C2CC21CN(C1)C(=O)OC(C)(C)C)COCC[Si](C)(C)C tert-butyl 1-{[3-(2,6-dimethoxyphenyl)-1-{[2-(trimethylsilyl)ethoxy]methyl}pyrrolo[2,3-b]pyridin-6-yl]carbamoyl}-5-azaspiro[2.3]hexane-5-carboxylate